(R)-6-(4-((1H-indazol-5-yl)amino)pyrimidin-2-yl)-N-(1-(pyridin-4-yl)ethyl)-1H-indole-2-carboxamide N1N=CC2=CC(=CC=C12)NC1=NC(=NC=C1)C1=CC=C2C=C(NC2=C1)C(=O)N[C@H](C)C1=CC=NC=C1